2-{3-[(3S)-3-ethylpiperazin-1-yl]-1,2,4-triazin-6-yl}-5-{6-[(2H3)methyloxy]pyrimidin-4-yl}phenol C(C)[C@H]1CN(CCN1)C=1N=NC(=CN1)C1=C(C=C(C=C1)C1=NC=NC(=C1)OC([2H])([2H])[2H])O